(3'S,5S)-2-(2-ethoxypyridin-3-yl)-3'-ethyl-1'-[5-methoxy-4-(trifluoromethyl)pyridin-3-yl]-7-[[(2R)-pyrrolidin-2-yl]methyl]spiro[6,8-dihydro-1,7-naphthyridine-5,4'-piperidine] C(C)OC1=NC=CC=C1C1=NC=2CN(C[C@@]3([C@@H](CN(CC3)C=3C=NC=C(C3C(F)(F)F)OC)CC)C2C=C1)C[C@@H]1NCCC1